C(C)(C)(C)OC(=O)N1CC2(C1)CC(C2)C2=CC(=NN2C2=C(C=CC(=C2)F)C)C 6-(1-(5-fluoro-2-methylphenyl)-3-methyl-1H-pyrazol-5-yl)-2-azaspiro[3.3]heptane-2-carboxylic acid tert-butyl ester